C(C)(C)(C)OC(=O)N1CCC2(CNC=3C=CC4=C(C3N2)C=CN4)CC1 1',3',4',7'-tetrahydrospiro[piperidine-4,2'-pyrrolo[3,2-f]quinoxaline]-1-carboxylic acid tert-butyl ester